4-Chloro-N-(1-(5-(3-(2-cyanoethoxy)benzoyl)-5,6,7,8-tetrahydro-1,5-naphthyridin-2-yl)ethyl)benzamid ClC1=CC=C(C(=O)NC(C)C2=NC=3CCCN(C3C=C2)C(C2=CC(=CC=C2)OCCC#N)=O)C=C1